P(OC1=C(C=C(C=C1)C(CC)(C)C)C(CC)(C)C)(OC1=C(C=C(C=C1)C(CC)(C)C)C(CC)(C)C)OC1=C(C=C(C=C1)C(CC)(C)C)C(CC)(C)C tris(2,4-bis(1,1-dimethylpropyl) phenyl) phosphite